CN(C1=CC=C(C(N[C@@H](CCC(=O)[O-])C(=O)O)=O)C=C1)CC1CNC=2N=C(N)NC(=O)C2N1 10-Methyltetrahydrofolate